F[C@H](CNC(=O)C=1C=NC=2N(C1NC(C)C)N=C(C2)C2=NC=CC=C2)C(C)(C)O (R)-N-(2-fluoro-3-hydroxy-3-methylbutyl)-7-(isopropylamino)-2-(pyridin-2-yl)pyrazolo[1,5-a]pyrimidine-6-carboxamide